C(CC1=CC=CC=C1)NC=1N=CC2=C(N1)CCN(C2)C(CCCC)=O 1-(2-(phenethylamino)-7,8-dihydropyrido[4,3-d]pyrimidin-6(5H)-yl)pentan-1-one